(3R,5R)-5-((bis(4-methoxyphenyl)(phenyl)methoxy)methyl)-1-(6-((2,4-dinitrophenyl)amino)hexanoyl)pyrrolidin-3-yl (2-cyanoethyl) diisopropylphosphoramidite C(C)(C)N(P(O[C@H]1CN([C@H](C1)COC(C1=CC=CC=C1)(C1=CC=C(C=C1)OC)C1=CC=C(C=C1)OC)C(CCCCCNC1=C(C=C(C=C1)[N+](=O)[O-])[N+](=O)[O-])=O)OCCC#N)C(C)C